dimethyl-N,N'-bis-(1-methylpropyl)p-phenylenediamine CN(C1=CC=C(C=C1)N(C(CC)C)C)C(CC)C